[2H]C1(C(CC(CC1)(C)C)[2H])C1=C(C=CC(=C1)B1OC(C(O1)(C)C)(C)C)NC(OC(C)(C)C)=O 1-tert-butyl N-[2-(1,2-dideuterio-4,4-dimethyl-cyclohexyl)-4-(4,4,5,5-tetramethyl-1,3,2-dioxaborolan-2-yl)phenyl]carbamate